NC1CCC(CC1)S(=O)(=O)N1[C@H]2CC(C[C@@H]1CC2)NC(=O)C2=NOC(=C2)C2COC2 N-((1R,3R,5S)-8-(((1s,4S)-4-aminocyclohexyl)sulfonyl)-8-azabicyclo[3.2.1]octan-3-yl)-5-(oxetan-3-yl)isoxazole-3-carboxamide